C(C)N1N=CC(=C1)OC1=C(C=C(COC=2C=C3N(C(N2)=O)C[C@H]2N3COC2)C=C1F)F (R)-6-((4-((1-ethyl-1H-pyrazol-4-yl)oxy)-3,5-difluorobenzyl)oxy)-10,10a-dihydro-1H-oxazolo[3',4':3,4]imidazo[1,2-c]pyrimidin-8(3H)-one